diacetyl-aminooctafluorobiphenyl C(C)(=O)N(C=1C(=C(C(=C(C1)C1=C(C(=C(C(=C1F)F)F)F)F)F)F)F)C(C)=O